C(C1=CC(=C(N)C=C1)OC)C1=CC(=C(N)C=C1)OC 4,4'-methylenebis(2-methoxyaniline)